N[C@H]1[C@H](NCCC1)C1=C(C2=NC(=CC(=C2S1)NCC=1SC=CC1)Cl)Br 2-((2S,3R)-3-aminopiperidin-2-yl)-3-bromo-5-chloro-N-(thiophen-2-ylmethyl)thieno[3,2-b]pyridin-7-amine